N1C=NC=2N=CNC2C1=O 1H-purin-6-one